(7S)-9-(2,6-difluorophenyl)-3,7-dimethyl-18-thia-2,4,5,8-tetraazatetracyclo[8.8.0.02,6.011,17]octadeca-1(10),3,5,8,11(17)-pentaen-14-one FC1=C(C(=CC=C1)F)C1=N[C@H](C2=NN=C(N2C=2SC=3CCC(CCC3C12)=O)C)C